FC(CN1C(=NC=2C1=NC(=CN2)C=2C=CN1N=C(N=CC12)NC1CCC2(CN(C2)C(C)=O)CC1)C)F 1-(7-((5-(1-(2,2-difluoroethyl)-2-methyl-1H-imidazo[4,5-b]pyrazin-6-yl)pyrrolo[2,1-f][1,2,4]triazin-2-yl)amino)-2-azaspiro[3.5]nonan-2-yl)ethan-1-one